C(CCCCCC#CCC\C=C/CCCC)OC1OCCCC1 2-[(11Z)-11-hexadecen-7-ynyloxy]tetrahydro-2H-pyran